5-p-bromophenyl-1,3,4-oxadiazole-2-acetic acid ethyl ester C(C)OC(CC=1OC(=NN1)C1=CC=C(C=C1)Br)=O